C(C(C)C)CCC[Si](OC)(OC)C 3-isobutylpropyl-methyldimethoxysilane